para-fluoro-N-methyl-L-phenylalanine FC1=CC=C(C[C@H](NC)C(=O)O)C=C1